(3,6-dimethoxynaphthalen-2-yl)octahydropyrrolo[3,4-c]pyrrole COC=1C(=CC2=CC=C(C=C2C1)OC)C1NCC2C1CNC2